C(C(O)CO)C(C(=O)O)CCCCCC\C=C/CCCCCCCC glyceryl-oleic acid